Bis(trifluoromethanesulfonic acid) titanium dichloride [Cl-].[Cl-].[Ti+2].FC(S(=O)(=O)O)(F)F.FC(S(=O)(=O)O)(F)F